NC([C@H](C[C@H]1C(NCCC1)=O)NC([C@H](CC1CC1)NC(=O)C=1NC2=CC(=CC(=C2C1)Cl)F)=O)=O N-[(1S)-2-[[(1S)-2-amino-2-oxo-1-[[(3S)-2-oxo-3-piperidyl]methyl]ethyl]amino]-1-(cyclopropylmethyl)-2-oxo-ethyl]-4-chloro-6-fluoro-1H-indole-2-carboxamide